C(C)OC(=O)C=1C=NN(C1C(F)(F)F)C1=NC=C(C=C1C)F 1-(5-fluoro-3-methylpyridin-2-yl)-5-(trifluoromethyl)-1H-pyrazole-4-carboxylic acid ethyl ester